(S)-(4-(benzo[d]oxazol-2-yl)-4,6-dihydropyrrolo[3,4-d]imidazol-5(1H)-yl)(4-(difluoromethyl)-2-(2-hydroxypropan-2-yl)oxazol-5-yl)methanone O1C(=NC2=C1C=CC=C2)[C@H]2N(CC=1NC=NC12)C(=O)C1=C(N=C(O1)C(C)(C)O)C(F)F